COC=1C=C(C=CC1N1CCOCC1)NC=1C=2N(C=C(N1)C1=CC=C3C(=CNC3=C1)C)C=NN2 N-(3-methoxy-4-morpholinophenyl)-6-(3-methyl-1H-indol-6-yl)-[1,2,4]triazolo[4,3-a]pyrazin-8-amine